NC1=C(C=C(C=N1)C=1C=C2N(N1)CC[C@]21CN(CC1)C(=O)NC(C)(C)C1=C(C=NC=C1)Cl)C#N |r| (rac)-2'-(6-amino-5-cyanopyridin-3-yl)-N-[2-(3-chloropyridin-4-yl)propan-2-yl]-5',6'-dihydrospiro[pyrrolidine-3,4'-pyrrolo[1,2-b]pyrazole]-1-carboxamide